C[C@H]1O[C@H](C(N(C1)C1=C2C=CC=NC2=C(C=C1)C(F)(F)F)CC1N(CCCC1)C)C(=O)N (2R,6R)-6-methyl-[(1-methyl-2-piperidyl)methyl]-4-[8-(trifluoromethyl)-5-quinolyl]morpholine-2-carboxamide